CC=1C=C(C=C(C1C)C1=CC=CC=C1)C#N 5,6-dimethyl-[1,1'-biphenyl]-3-nitrile